(S)-benzyl 2-(5,7-dichloro-1,2,3,4-tetrahydroisoquinoline-6-carboxamido)-3-(3-((R)-2,3-dihydro-1H-inden-1-yl)ureido)propanoate ClC1=C2CCNCC2=CC(=C1C(=O)N[C@H](C(=O)OCC1=CC=CC=C1)CNC(=O)N[C@@H]1CCC2=CC=CC=C12)Cl